ClC1=CC=NC2=CC(N(C=C12)C1(CC1)C)=O 4-Chloro-6-(1-methylcyclopropyl)-1,6-naphthyridin-7(6H)-one